5-((6-((4'-chloro-5,5-dimethyl-3,4,5,6-tetrahydro-[1,1'-biphenyl]-2-yl)Methyl)-2,6-diazaspiro[3.3]heptan-2-yl)methyl)-2-(2,6-dioxopiperidin-3-yl)isoindoline ClC1=CC=C(C=C1)C1=C(CCC(C1)(C)C)CN1CC2(CN(C2)CC=2C=C3CN(CC3=CC2)C2C(NC(CC2)=O)=O)C1